2-(benzyloxy)-4-ethyl-1-fluorobenzene C(C1=CC=CC=C1)OC1=C(C=CC(=C1)CC)F